CC=1C=2N(C=CC1)N=C(C2)[C@H]2N(CCC1=C2N=CN1)C1=NC=C(C=N1)C(=O)C1=CC=CC=C1 (S)-(2-(4-(4-methylpyrazolo[1,5-a]pyridin-2-yl)-1,4,6,7-tetrahydro-5H-imidazo[4,5-c]pyridin-5-yl)pyrimidin-5-yl)(phenyl)methanone